C(C)(=O)[C@H]1N(CCC1)C(=O)OC(C)(C)C tert-butyl (2S)-2-acetylpyrrolidine-1-carboxylate